ClC=1C=C(CC=2C=CC(=NC2)NC(=O)C2=NN(C(C=C2)=O)CC)C=CC1Cl N-(5-(3,4-dichlorobenzyl)pyridin-2-yl)-1-ethyl-6-oxo-1,6-dihydropyridazine-3-carboxamide